C(C)(=O)OC(C=1C(=C2C=CN(C2=C(C1F)F)[Si](C(C)C)(C(C)C)C(C)C)F)C1=CC(=C(C=C1)F)C#N (3-cyano-4-fluorophenyl)(4,6,7-trifluoro-1-(triisopropylsilyl)-1H-indol-5-yl)methyl acetate